vinyltriiso-propoxysilane C(=C)[Si](OC(C)C)(OC(C)C)OC(C)C